7-octene-1,2-diol C(C(CCCCC=C)O)O